OC1C(CCC=2C=CC(=CC12)S(=O)(=O)N)[C@@H]1N2C(C3=CC=CC=C13)=CN=C2 8-hydroxy-7-((s)-5H-imidazo[5,1-a]isoindol-5-yl)-5,6,7,8-tetrahydronaphthalene-2-sulfonamide